C[C@]12CCC(=O)C=C1CC[C@@H]3[C@@H]2CC[C@]4([C@H]3CC[C@@]4([C@@H](CO)O)O)C 4-pregnene-17α,20β,21-triol-3-one